tert-butyl (2R,5S)-5-methyl-2-(2-methylsulfonyloxyspiro[3.3]heptan-6-yl)piperidine-1-carboxylate C[C@H]1CC[C@@H](N(C1)C(=O)OC(C)(C)C)C1CC2(CC(C2)OS(=O)(=O)C)C1